6-chloro-3-methyl-2-pyridinecarboxamide ClC1=CC=C(C(=N1)C(=O)N)C